FC(C1=NC2=C(N1C(CO)C)C(=CC(=C2)C(=O)N)C=2C=NC=NC2)F 2-(difluoromethyl)-1-(1-hydroxypropan-2-yl)-7-(pyrimidin-5-yl)-1H-benzo[d]imidazole-5-carboxamide